N1=CC=C(C=C1)C12CC(C1)(C2)N 3-(4-pyridyl)bicyclo[1.1.1]pentan-1-amine